Cl.NCC(=O)N[C@@H](CC(=O)OC)C1=CC(=C(C=C1)C)C(F)(F)F methyl (S)-3-(2-aminoacetamido)-3-(4-methyl-3-(trifluoromethyl)phenyl)propanoate hydrochloride